C(C1=CC=CC=C1)(=O)N1C(N(C=C(C1=O)C)C1CC2(C1)CCC(CC2)N2C(N(C(CC2=O)=O)CCCC)=O)=O 1-[2-(3-benzoyl-5-methyl-2,4-dioxo-pyrimidin-1-yl)spiro[3.5]nonan-7-yl]-3-butyl-hexahydropyrimidine-2,4,6-trione